fluoro-benzyltriazole FC1=C(N=NN1)CC1=CC=CC=C1